(R)-3-bromo-N-(4-(3-hydroxypyrrolidin-1-yl)butyl)-2-methylbenzamide BrC=1C(=C(C(=O)NCCCCN2C[C@@H](CC2)O)C=CC1)C